S(=O)(=O)([O-])[O-].S(=O)(=O)([O-])[O-].[Cu+2].[Cu+2] copper(II) sulfate sulfate